CC1(OC=2C=C(C=C(C2[C@H]2[C@H]1CC[C@@H](C2)C2=NC=CC=C2)O)C(C)(CCCCCC)C)C (6aR,9S,10aR)-6,6-dimethyl-3-(2-methyloctan-2-yl)-9-(pyridine-2-yl)-6a,7,8,9,10,10a-hexahydro-6H-benzo[c]chromen-1-ol